COC1=C(C(=CC(=C1)C1=NC2=C(N1)C=CC(=C2)N2CC(C2)S(=O)(=O)C)O)O 3-methoxy-5-(5-(3-(methylsulfonyl)azetidin-1-yl)-1H-benzo[d]imidazol-2-yl)benzene-1,2-diol